[C@@H]1([C@H](O)[C@H](O)[C@@H](O)[C@@H](O1)C)[C@](C(=O)[O-])([C@@H](CC=CCCCCCC)O)C(C(CCCCCCCC)O)=O (R,R)-α-L-rhamnopyranosyl-β-hydroxydecanoyl-β-hydroxydodec-5-enoate